C(C)N(C1=CC=C2C=C(C(OC2=C1)=O)C=CC(=O)C1=C(C=CC(=C1)OC)O)CC 7-(diethylamino)-3-[3-(2-hydroxy-5-methoxyphenyl)-3-oxo-1-propenyl]Coumarin